NC=1C=C(C(N(C1)C1CCC(CC1)(F)F)=O)C 5-Amino-1-(4,4-difluorocyclohexyl)-3-methylpyridin-2(1H)-one